2'-chloro-5'-methoxy-N-(5-(6-methoxyspiro[3.3]heptane-2-carbonyl)-5,6-dihydro-4H-pyrrolo[3,4-d]thiazol-2-yl)-6-methyl-[4,4'-bipyridine]-3-carboxamide ClC1=NC=C(C(=C1)C1=C(C=NC(=C1)C)C(=O)NC=1SC2=C(N1)CN(C2)C(=O)C2CC1(C2)CC(C1)OC)OC